CC=1N=CSC1CCN 4-methyl-5-(β-aminoethyl)-thiazole